11-cyclopropyl-2-(2-nitrophenyl)-6-oxo-10-phenyl-8-(p-tolyl)-2,3,4,6-tetrahydro-[1,3]thiazino[2,3-g][1,7]naphthyridine-4-carboxylic acid C1(CC1)C=1C=2C(=CC(=NC2C(N2C1SC(CC2C(=O)O)C2=C(C=CC=C2)[N+](=O)[O-])=O)C2=CC=C(C=C2)C)C2=CC=CC=C2